FC(C1=CC=C(C=C1)NC(=O)N1CC(CC1)CNC(OC(C)(C)C)=O)(F)F tert-butyl N-[(1-{[4-(trifluoromethyl)phenyl]carbamoyl}pyrrolidin-3-yl)methyl]carbamate